COC(=O)C=1C=C2CC(N=NC2=C(C1)OC1CC1)C 8-(Cyclopropyloxy)-3-methyl-3,4-dihydrocinnoline-6-carboxylic acid methyl ester